2-isopropyl-3-(trifluoromethyl)aniline C(C)(C)C1=C(N)C=CC=C1C(F)(F)F